O1CCN(CC1)CC1=CC(=NC(=C1)NC=1SC(=CN1)C=1N=NN(N1)C1=CC=CC=C1)N[C@@H]1CN(CCC1)C(C=C)=O (S)-1-(3-((4-(morpholinomethyl)-6-((5-(2-phenyl-2H-tetrazol-5-yl)thiazol-2-yl)amino)pyridin-2-yl)amino)piperidin-1-yl)prop-2-en-1-one